3-ethylsulfanyl-5-trifluoromethyl-N-[2-hydroxy-5-(trifluoromethylsulfanyl)phenyl]picolinamide C(C)SC=1C(=NC=C(C1)C(F)(F)F)C(=O)NC1=C(C=CC(=C1)SC(F)(F)F)O